1-(4-bromopyridin-2-yl)ethan-1-ol BrC1=CC(=NC=C1)C(C)O